N,N'-dimethyl-3,7-diphenyl-2,6-dioxo-1,2,5,6-tetrahydrobenzo[1,2-b:4,5-b']dipyrrole CN1C=2C(=C(C1=O)C1=CC=CC=C1)C=C1N(C(C(=C1C2)C2=CC=CC=C2)=O)C